NC=1N=C(C=C2C=C(N=CC12)NC(=O)[C@@H]1[C@H](C1)C=1C=NN(C1)C)C1=C(C=CC=C1C)F (1S,2S)-N-[8-amino-6-(2-fluoro-6-methylphenyl)-2,7-naphthyridin-3-yl]-2-(1-methyl-1H-pyrazol-4-yl)cyclopropane-1-carboxamide